(2R,4S)-4-hydroxy-N-((S)-1-(4-(4-methylthiazol-5-yl)phenyl)ethyl)pyrrolidine-2-carboxamide hydrochloride Cl.O[C@H]1C[C@@H](NC1)C(=O)N[C@@H](C)C1=CC=C(C=C1)C1=C(N=CS1)C